(Benzyloxymethyl)dodecyl-dimethylammonium chloride [Cl-].C(C1=CC=CC=C1)OC[N+](C)(C)CCCCCCCCCCCC